1,3-dimethyl-cyclobutane-1,2,3,4-tetracarboxylic acid-1,2:3,4-dianhydride CC12C(C3(C1C(=O)OC3=O)C)C(=O)OC2=O